N-pentyloxymethacrylamide C(CCCC)ONC(C(=C)C)=O